4-hydroxy-3-nitro-2-trifluoromethylpyridine OC1=C(C(=NC=C1)C(F)(F)F)[N+](=O)[O-]